C(OCC1=CC=C(C=C1)OC)([O-])=O p-methoxybenzyl carbonate